[N+](=O)([O-])C1=C(C=C(C=C1)OC1=C(C(=C(C(=C1F)F)F)F)F)S(=O)(=O)NC(CC)=O N-((2-nitro-5-(perfluorophenoxy)phenyl)sulfonyl)propionamide